COC(OC)[SiH2]CCCNCCN N-(dimethoxymethylsilylpropyl)-ethylenediamine